N-[(1S)-1-(dicyclopropyl-methyl)-2-[[1-[3,3-difluoro-1-[1-(2,2,2-trifluoroethyl)-tetrazol-5-yl]propyl]pyrazol-4-yl]amino]-2-oxo-ethyl]-2-iso-propyl-pyrazole-3-carboxamide C1(CC1)C([C@@H](C(=O)NC=1C=NN(C1)C(CC(F)F)C1=NN=NN1CC(F)(F)F)NC(=O)C=1N(N=CC1)C(C)C)C1CC1